[Fe].[Nb].[Al].BrC(C(=O)C1=NC(=C(C=C1NCC1=CC=C(C=C1)OC)F)Br)C(CC)=O 2-bromo-1-(6-bromo-5-fluoro-3-((4-methoxybenzyl)amino)pyridin-2-yl)pentane-1,3-dione aluminum niobium-iron